1,3-butanediol dimethacrylat C(C(=C)C)(=O)OCCC(C)OC(C(=C)C)=O